(R)-5-((1-(3-(1,1-difluoro-2-hydroxyethyl)phenyl)ethyl)amino)-7-(1-methylcyclopropyl)pyrazolo[1,5-a]pyrido[3,4-e]pyrimidin-8(7H)-one FC(CO)(F)C=1C=C(C=CC1)[C@@H](C)NC1=NC=2N(C=3C1=CN(C(C3)=O)C3(CC3)C)N=CC2